CC(C)NS(=O)(=O)C1=CC=C(C=C1)NC(NCC=1C=NC=CC1)=O 3-{4-[(propan-2-yl)sulfamoyl]phenyl}-1-(pyridin-3-ylmethyl)urea